N-(3-chloro-5-(methylsulfonamido)phenyl)-1-(2-(2,2,2-trifluoroethyl)-2-azaspiro[3.3]heptan-6-yl)-1H-pyrazole-4-carboxamide ClC=1C=C(C=C(C1)NS(=O)(=O)C)NC(=O)C=1C=NN(C1)C1CC2(CN(C2)CC(F)(F)F)C1